1-(3-(4,5-dichloro-1H-indole-2-carbonyl)-3,6-diazabicyclo[3.1.1]heptan-6-yl)ethan-1-one ClC1=C2C=C(NC2=CC=C1Cl)C(=O)N1CC2N(C(C1)C2)C(C)=O